1-((trifluoromethyl) sulfonyl)-5,6,8,9-tetrahydroimidazo[4',5':4,5]benzo[1,2-d]azepin-7(1H)-carboxylate FC(S(=O)(=O)N1C=NC2=CC3=C(CCN(CC3)C(=O)[O-])C=C21)(F)F